methyl 5-chloro-3-(furan-2-yl)-2-methoxybenzoate ClC=1C=C(C(=C(C(=O)OC)C1)OC)C=1OC=CC1